C(C)N1N=CC=C1S(=O)(=O)C(C)(C)C1CCN(CC1)C(=O)NC1=CN=NS1 4-(2-((1-ethyl-1H-pyrazol-5-yl)sulfonyl)propan-2-yl)-N-(1,2,3-thiadiazol-5-yl)piperidine-1-carboxamide